2-((2-bromo-5-fluorobenzyl)oxy)tetrahydro-2H-pyran tungsten [W].BrC1=C(COC2OCCCC2)C=C(C=C1)F